C(CCC)NC(=O)OCCC(C(=O)[O-])=C 2-[[(butylamino) carbonyl]oxylethyl]acrylate